COC(=O)C=1C=C2C=NN(C2=CC1)CC1=CC(=CC(=C1)F)F 1-(3,5-Difluorobenzyl)-1H-indazole-5-carboxylic acid methyl ester